ClC=1C=2N(C=CC1SC=1N=C(C(=NC1C)N1CCC3([C@@H]([C@@H](OC3)C)NC(OC(C)(C)C)=O)CC1)CO)C=C(N2)C tert-butyl ((3S,4S)-8-(5-((8-chloro-2-methylimidazo[1,2-a]pyridin-7-yl)thio)-3-(hydroxymethyl)-6-methylpyrazin-2-yl)-3-methyl-2-oxa-8-azaspiro[4.5]decan-4-yl)carbamate